FC1([C@@H](CN2C(N(C=C21)C2=NOC1=C2C(=C(C=C1)F)C1=C(C=C(C=C1F)F)F)=O)NS(=O)(=O)CF)F N-{(6R)-7,7-difluoro-2-[5-fluoro-4-(2,4,6-trifluorophenyl)-1,2-benzoxazol-3-yl]-3-oxo-2,5,6,7-tetrahydro-3H-pyrrolo[1,2-c]imidazol-6-yl}-1-fluoromethanesulfonamide